3-{5-[(E)-({[tert-Butyl(dimethyl)silyl]oxy}imino)methyl]-4-chloro-2-fluorophenyl}-6-(1,1-difluoroethyl)-1-methylpyrimidin-2,4(1H,3H)-dion [Si](C)(C)(C(C)(C)C)O\N=C\C=1C(=CC(=C(C1)N1C(N(C(=CC1=O)C(C)(F)F)C)=O)F)Cl